OC1=C(C=O)C(=CC=C1)CCN(C)C1=NC=CC(=N1)NC=1N=CC2=C(C=CC(=C2C1)C(C)C)N1CC(C1)CS(=O)(=O)C 2-hydroxy-6-(2-((4-((5-isopropyl-8-(3-((methylsulfonyl)methyl)azetidin-1-yl)isoquinolin-3-yl)amino)pyrimidin-2-yl)(methyl)amino)ethyl)benzaldehyde